C(#N)NC1CC(C1)C(=O)NC1=CN=C(S1)C1CC(C1)(F)F (1r,3r)-3-(cyanoamino)-N-[2-(3,3-difluoro-cyclobutyl)-1,3-thiazol-5-yl]cyclobutane-1-carboxamide